O[C@H]1[C@@](COC1)(C)N1CCN(CC1)C=1C=C2C=C(N=CC2=CC1C)NC(=O)[C@H]1C[C@]12COCC2 (1S,3R)-N-(6-(4-((3S,4S)-4-hydroxy-3-methyltetrahydrofuran-3-yl)piperazin-1-yl)-7-methylisoquinolin-3-yl)-5-oxaspiro[2.4]heptane-1-carboxamide